FC1=NC(=C(C=C1F)[N+](=O)[O-])F 2,3,6-trifluoro-5-nitro-pyridine